[3-Ethyl-6-methoxy-5-(1H-1,2,3,4-tetrazol-5-yl)pyrazolo[1,5-a]pyridin-2-yl]diphenylmethanol C(C)C=1C(=NN2C1C=C(C(=C2)OC)C2=NN=NN2)C(O)(C2=CC=CC=C2)C2=CC=CC=C2